trans-3-heptadecene-1,1-dicarboxylic acid anhydride C1(C\C=C\CCCCCCCCCCCCC)C(=O)OC1=O